8-((3R,5S)-4-(cyclopropylmethyl)-3,5-dimethylpiperazin-1-yl)-N-(8-fluoro-2-methylimidazo[1,2-a]pyridin-6-yl)quinoxaline-5-carboxamide bis(2,2,2-trifluoroacetate) FC(C(=O)O)(F)F.FC(C(=O)O)(F)F.C1(CC1)CN1[C@@H](CN(C[C@@H]1C)C1=CC=C(C=2N=CC=NC12)C(=O)NC=1C=C(C=2N(C1)C=C(N2)C)F)C